[Si](C)(C)(C(C)(C)C)OC=1C=C(C2=CC=CC=C2C1)C1C(CC=2C(=NC(=NC2C1)OC[C@H]1N(CCC1)C)N1[C@H](CN(CC1)C(C=C)=O)C)C 1-((S)-4-(7-(3-(tert-butyldimethylsilyloxy)naphthalen-1-yl)-6-methyl-2-(((S)-1-methylpyrrolidin-2-yl)methoxy)-5,6,7,8-tetrahydroquinazolin-4-yl)-3-methylpiperazin-1-yl)prop-2-en-1-one